C(C(C)(C)C)(=O)OCOC[C@H]1O[C@H]([C@]([C@@H]1OC(CC1=CC=CC=C1)=O)(C)F)N1C2=NC(=NC(=C2N=C1)NC)N (((2R,3R,4R,5R)-5-(2-amino-6-(methylamino)-9H-purin-9-yl)-4-fluoro-4-methyl-3-(2-phenylacetoxy)tetrahydrofuran-2-yl)methoxy)methyl pivalate